collidinic acid C1=C(C=C(N=C1C(=O)O)C(=O)O)C(=O)O